[Pd+2].ClC(C(P(C1=CC=CC=C1)C1=CC=CC=C1)Cl)P(C1=CC=CC=C1)C1=CC=CC=C1 dichloro(1,2-bis(diphenylphosphino)ethane) palladium (II)